(S) or (R)-4-[[1-[3-[Methyl-(2-methylpyrazolo[1,5-a]pyrimidin-6-yl)carbamoyl]phenyl]-3-(trifluoromethyl)-4,5,6,7-tetrahydroindazol-7-yl]oxy]benzoic acid CN(C(=O)C=1C=C(C=CC1)N1N=C(C=2CCC[C@@H](C12)OC1=CC=C(C(=O)O)C=C1)C(F)(F)F)C=1C=NC=2N(C1)N=C(C2)C |o1:17|